(4E)-4-[3-(3-chlorophenyl)prop-2-yn-1-ylidene]-3,3-dimethyl-1-[(tetrahydro-2H-pyran-3-ylmethyl)sulfonyl]piperidine ClC=1C=C(C=CC1)C#C\C=C/1\C(CN(CC1)S(=O)(=O)CC1COCCC1)(C)C